C(#N)\N=C(/NCC)\C1=CN=C2N1N=C(C=C2)N2[C@H](C[C@@H](C2)F)C2=C(C=CC(=C2)F)SC (Z)-N'-cyano-N-ethyl-6-[(2R,4S)-4-fluoro-2-[5-fluoro-2-(methylsulfanyl)phenyl]pyrrolidin-1-yl]imidazo[1,2-b]pyridazine-3-carboximidamide